C1CC12NCCN(C2)C=2SC1=C(N2)C(=CC(=C1)C=1C=C(C=2N(N1)C=C(N2)C)C)F 6-[2-(4,7-diazaspiro[2.5]oct-7-yl)-4-fluoro-1,3-benzothiazol-6-yl]-2,8-dimethylimidazo[1,2-b]pyridazine